C1=NC=C(C2=CC=CC=C12)N1C(NC2=C(C1=O)C=C(N=C2)C(F)(F)F)=O 3-(isoquinolin-4-yl)-6-(trifluoromethyl)pyrido[3,4-d]pyrimidine-2,4(1H,3H)-dione